6-(1,4-dimethyl-1H-1,2,3-triazol-5-yl)-1-methyl-3-((methanesulfonyl)methyl)-4-(phenyl-(tetrahydro-2H-pyran-4-yl)methyl)-1,4-dihydropyrazolo[3',4':4,5]pyrrolo[3,2-b]pyridine CN1N=NC(=C1C=1C=C2C(=NC1)C1=C(N2C(C2CCOCC2)C2=CC=CC=C2)C(=NN1C)CS(=O)(=O)C)C